NCCCCOC1=CC=C2CC(C3(C2=C1)CCC(CC3)(C(=O)O)NC3=CC(=CC=C3)Cl)C[C@H](COC3=CC=NC=1CCC[C@H](C31)C)C 6'-(4-aminobutoxy)-4-(3-chloroanilino)-2'-[(2R)-2-methyl-3-{[(5R)-5-methyl-5,6,7,8-tetrahydroquinolin-4-yl]oxy}propyl]-2',3'-dihydrospiro[cyclohexane-1,1'-indene]-4-carboxylic acid